FC(CN1N=C(C=2C1=NC(=CN2)N2CCC1(CC(N(C1)C=1C=NC(=CC1)C(F)(F)F)=O)CC2)OC)F 8-(1-(2,2-difluoroethyl)-3-methoxy-1H-pyrazolo[3,4-b]pyrazin-6-yl)-2-(6-(trifluoromethyl)pyridin-3-yl)-2,8-diazaspiro[4.5]decan-3-one